Cl.FC(F)(F)C=1C(=NC=CC1)N (trifluoromethyl)pyridin-2-amine-hydrochloride salt